FC1=C(C=CC(=C1F)OC1=NC=CC=C1C1=NC(=NC=C1)N[C@@H]1CN(CCC1)C)NS(=O)(=O)CC1=CC=CC=C1 (S)-N-(2,3-difluoro-4-((3-(2-((1-methylpiperidin-3-yl)amino)pyrimidin-4-yl)pyridin-2-yl)oxy)phenyl)-1-phenylmethanesulfonamide